(Z)-N-(2-(diethylamino)ethyl)-5-((5-fluoro-1-glycyl-2-oxoindolin-3-ylidene)methyl)-2,4-dimethyl-1H-pyrrole-3-carboxamide hydrochloride Cl.C(C)N(CCNC(=O)C1=C(NC(=C1C)\C=C\1/C(N(C2=CC=C(C=C12)F)C(CN)=O)=O)C)CC